Cl.NCCC1=CC=C(C=C1)O Tyramine-HCl